2-[2-(1,2,3,4-tetrahydroisoquinolin-2-yl)ethyl]-2,3-dihydro-1H-isoindol-1-one C1N(CCC2=CC=CC=C12)CCN1C(C2=CC=CC=C2C1)=O